2-amino-4-(2-formylaminophenyl)-4-oxobutanoic acid NC(C(=O)O)CC(=O)C1=C(C=CC=C1)NC=O